C(CCCCCCC\C=C/C\C=C/CCCCC)OC(C(C)OCCCCCCCC\C=C/C\C=C/CCCCC)N(C)C 1,2-Di-linoleyloxy-N,N-dimethylaminopropane